N,N'-diphenyl-N,N'-di-[4-(N,N-di-p-tolyl-amino)phenyl]benzidine C1(=CC=CC=C1)N(C1=CC=C(C=C1)C1=CC=C(N(C2=CC=C(C=C2)N(C2=CC=C(C=C2)C)C2=CC=C(C=C2)C)C2=CC=CC=C2)C=C1)C1=CC=C(C=C1)N(C1=CC=C(C=C1)C)C1=CC=C(C=C1)C